3-methyl-2-(methylsulfonyl)-5-(4,4,5,5-tetramethyl-1,3,2-dioxaborolan-2-yl)pyridine CC=1C(=NC=C(C1)B1OC(C(O1)(C)C)(C)C)S(=O)(=O)C